3-meth-oxy-1-methyl-1H-pyrazol-5-amine COC1=NN(C(=C1)N)C